C(C)C1(CO1)CC 2,2-diethyl ethylene oxide